FC=1C(=NC(=NC1)N1CCNCC1)NC=1C=C2C=NNC2=CC1 N-(5-fluoro-2-(piperazin-1-yl)pyrimidin-4-yl)-1H-indazol-5-amine